C(CCCCCCCCCCCCCCC)(=O)OCCCCCCCCCCC n-undecyl palmitate